ClC1=CC=C(S1)CNC1=CC(=NN1)C1CCN(CC1)CC1=NN=NN1 N-[(5-chlorothiophen-2-yl)methyl]-3-[1-(1H-1,2,3,4-tetrazol-5-ylmethyl)piperidin-4-yl]-1H-pyrazol-5-amine